ethyl 2-ethyl-3,3-dimethylbutyrate C(C)C(C(=O)OCC)C(C)(C)C